C(C)[C@H]1C(NC=2C(=NC(=NC2N1C)NCC=1C=NN(C1)CC1=CN=C(O1)C(C)C)C)=O (S)-7-ethyl-2-(((1-((2-isopropyloxazol-5-yl)methyl)-1H-pyrazol-4-yl)methyl)amino)-4,8-dimethyl-7,8-dihydropteridin-6(5H)-one